C(#N)C1CC(C1)C1=C(N(C2=C(C=C(C=C12)F)F)C(=O)OC(C)(C)C)C1=CC=C(C=C1)F tert-butyl 3-(3-cyanocyclobutyl)-5,7-difluoro-2-(4-fluorophenyl)indole-1-carboxylate